dithymyl adipate C(CCCCC(=O)OC1=CC(C)=CC=C1C(C)C)(=O)OC1=CC(C)=CC=C1C(C)C